FCC1(CNCC1)CN(C)C 1-[3-(fluoromethyl)pyrrolidin-3-yl]-N,N-dimethyl-methanamine